OC(CN1C=[N+](C(=C1)C)CC(O)(P)P)(P)P 1,3-bis(2-hydroxy-2,2-diphosphinoethyl)-4-methyl-1H-imidazol-3-ium